5-chloro-N4-cyclobutyl-N2-(2-methoxy-4-((4-morpholinopiperidin-1-yl)sulfonyl)phenyl)-7H-pyrrolo[2,3-d]pyrimidine-2,4-diamine ClC1=CNC=2N=C(N=C(C21)NC2CCC2)NC2=C(C=C(C=C2)S(=O)(=O)N2CCC(CC2)N2CCOCC2)OC